C(=O)[C@@H]1[C@H]2CCC[C@H]2C[C@H]1OC1OCCCC1 (3aS,4R,5R,6aS)-4-formyl-5-tetrahydropyran-2-yloxy-3,3a,4,5,6,6a-hexahydro-1H-pentalene